((6-(2-(Dimethylamino)-1-ethoxyethoxy)undecane-1,11-diyl)bis(sulfanediyl))bis-(octane-1,2-diyl) bis(3-cyclohexylpropanoate) C1(CCCCC1)CCC(=O)OC(CSCCCCCC(CCCCCSCC(CCCCCC)OC(CCC1CCCCC1)=O)OC(CN(C)C)OCC)CCCCCC